CN1N=NC2=C1C=CC(=C2C)[C@@H](CC(=O)O)C=2C=C(C1=C(C=CS1)C2)CN2C[C@H](OC1=C(C2)N=C(C=C1)O)C(F)(F)F (3S)-3-(1,4-dimethyl-1H-benzotriazol-5-yl)-3-(7-{[(2S)-7-hydroxy-2-(trifluoromethyl)-2,3-Dihydropyrido[2,3-f][1,4]oxazepin-4(5H)-yl]methyl}-1-benzothiophen-5-yl)propanoic acid